ethyl 2-amino-6-[tert-butoxycarbonyl (methyl)amino]-4,5,6,7-tetrahydrobenzothiophene-3-carboxylate NC=1SC2=C(C1C(=O)OCC)CCC(C2)N(C)C(=O)OC(C)(C)C